(2S)-dihydroquercetin O1[C@H]([C@@H](O)C(=O)C=2C(O)=CC(O)=CC12)C1=CC(O)=C(O)C=C1